2-((1-(tert-butoxy-carbonyl)-3-hydroxy-azetidin-3-yl)methyl)-1-methyl-2H-indazol-1-ium C(C)(C)(C)OC(=O)N1CC(C1)(O)CN1[N+](=C2C=CC=CC2=C1)C